N-(4-(2-chlorophenyl)thiazol-2-yl)-5-(4-(hydroxymethyl)piperidin-1-yl)picolinamide ClC1=C(C=CC=C1)C=1N=C(SC1)NC(C1=NC=C(C=C1)N1CCC(CC1)CO)=O